N8-[(1R)-1-(3-bromophenyl)ethyl]-N2,N2,6-trimethylpyrimido[5,4-d]pyrimidine-2,8-diamine BrC=1C=C(C=CC1)[C@@H](C)NC1=NC(=NC2=C1N=C(N=C2)N(C)C)C